O=C1NC(CCC1N1C(C2=CC=C(C=C2C1)NC(=O)C1=NC(=C2C(=N1)N(N=C2)C(C)C)O)=O)=O N-(2-(2,6-dioxopiperidin-3-yl)-1-oxoisoindolin-5-yl)-4-hydroxy-1-isopropyl-1H-pyrazolo[3,4-d]pyrimidine-6-carboxamide